diphenylmethylene[(3,6-di-tert-butylfluorenyl){(2-trimethylsilylmethylallyl)cyclopentadienyl}]zirconium dichloride [Cl-].[Cl-].C1(=CC=CC=C1)C(C1=CC=CC=C1)=[Zr+2]C1(C(=CC=C1)C1=CC(=CC=2C3=CC(=CC=C3CC12)C(C)(C)C)C(C)(C)C)CC(=C)C[Si](C)(C)C